C(C)(C)(C)C(C(=O)OCC)CC(=O)OCC diethyl t-butylsuccinate